N1=C(C=CC=C1)C(C(=O)OCC)=C ethyl pyridylacrylate